3-oximino-1-cyclopentenecarboxylate N(O)=C1C=C(CC1)C(=O)[O-]